FC=1C=C2C(C=C(N(C2=C(C1)O)C)C(=O)OC)=C=O methyl 6-fluoro-8-hydroxy-1-methyl-4-carbonyl-1,4-dihydroquinoline-2-carboxylate